diphenyl-(p-cyanophenyl)sulfoxonium C1(=CC=CC=C1)[S+](=O)(C1=CC=C(C=C1)C#N)C1=CC=CC=C1